4-bromo-2-methyl-7-(oxetan-2-ylmethoxy)-2H-indazole BrC=1C2=CN(N=C2C(=CC1)OCC1OCC1)C